(4aS,7aR)-4-[2-(4-bromoindazol-2-yl)ethyl]-6-methyl-2,3,4a,5,7,7a-hexahydropyrrolo[3,4-b][1,4]oxazine BrC=1C2=CN(N=C2C=CC1)CCN1[C@@H]2[C@H](OCC1)CN(C2)C